Methyl 5-({[1-(4-chloro-2-fluorophenyl) cyclopropyl] carbonyl}amino)-2-[6-(1,1-difluoropropyl) pyridin-3-yl]benzoate ClC1=CC(=C(C=C1)C1(CC1)C(=O)NC=1C=CC(=C(C(=O)OC)C1)C=1C=NC(=CC1)C(CC)(F)F)F